C(C)(C)(C)OOC1=C(C(=C(C=C1)C(C)C)C(C)C)OOC(C)(C)C di(tert-butylperoxy)diisopropylbenzene